C(CCCCCCCCCCCCCCCCCCCCC(=O)OCN1C(C=CC2=CC=C(C=C12)OCCCCN1CCN(CC1)C1=CC=CC=2SC=CC21)=O)(=O)OCN2C(C=CC1=CC=C(C=C21)OCCCCN2CCN(CC2)C2=CC=CC=1SC=CC12)=O bis((7-(4-(4-(benzo[b]thiophen-4-yl)piperazin-1-yl)butoxy)-2-oxoquinolin-1(2H)-yl)methyl) docosanedioate